FC1CC(C1)C=1N(C(=CC1)C)C1=CC=C(C#N)C=C1 4-(2-(3-fluorocyclobutyl)-5-methyl-1H-pyrrol-1-yl)benzonitrile